FC=1C=C(C=CC1C=1N=CNC(C1)=O)NC([C@H](C(C1=CC=CC=C1)C1=CC=CC=C1)NC(=O)C1=CC=NN1C)=O (S)-N-(1-((3-fluoro-4-(6-oxo-1,6-dihydropyrimidin-4-yl)phenyl)amino)-1-oxo-3,3-diphenylpropan-2-yl)-1-methyl-1H-pyrazole-5-carboxamide